C(C)(C)[C@@]12C3=C(O[C@@H]1CCC(=C2)C)C=C(C=C3O)CCCCC (5aR,9aR)-9a-isopropyl-8-methyl-3-pentyl-5a,6,7,9a-tetrahydrodibenzo[b,d]furan-1-ol